CC/C=C\\C/C=C\\CC(/C=C/C=C\\C/C=C\\C/C=C\\CCC(=O)O)O The molecule is a hydroxydocosahexaenoic acid that consists of (4Z,7Z,10Z,12E,16Z,19Z)-docosahexaenoic acid bearing an additional 14-hydroxy substituent. It has a role as a human xenobiotic metabolite. It is a hydroxydocosahexaenoic acid and a secondary allylic alcohol. It is a conjugate acid of a 14-HDoHE(1-).